tritane C(C1=CC=CC=C1)(C1=CC=CC=C1)C1=CC=CC=C1